3-(6-(((3R,4R)-1-(5-chloro-4-((3-hydroxy-4-methylisoquinolin-7-yl)amino)pyrimidin-2-yl)-3-methylpiperidin-4-yl)amino)-1-methyl-1H-indazol-3-yl)piperidine-2,6-dione ClC=1C(=NC(=NC1)N1C[C@H]([C@@H](CC1)NC1=CC=C2C(=NN(C2=C1)C)C1C(NC(CC1)=O)=O)C)NC1=CC=C2C(=C(N=CC2=C1)O)C